ClC=1C(=CC=C2C=CC=C(C12)N1CC=2N=C(N=C(C2CC1)N(C1CN(CC1)C(=O)OC(C)(C)C)C)OC[C@H]1N(CCC1)C)F tert-butyl 3-((7-(8-chloro-7-fluoronaphthalen-1-yl)-2-(((S)-1-methylpyrrolidin-2-yl)methoxy)-5,6,7,8-tetrahydropyrido[3,4-d]pyrimidin-4-yl)(methyl)amino)pyrrolidine-1-carboxylate